ONC1C(C(C1(C)C)=O)(C)C 3-(hydroxyamino)-2,2,4,4-tetramethylcyclobutan-1-one